C(#N)C=1C=CC=2N(C(N=C(C2N1)N1C[C@H](N(C[C@@H]1CC)C(C(=O)O)C1=CC=C(C=C1)F)CC)=O)C 2-((2R,5S)-4-(6-Cyano-1-methyl-2-oxo-1,2-dihydropyrido[3,2-d]pyrimidin-4-yl)-2,5-diethylpiperazin-1-yl)-2-(4-fluorophenyl)acetic acid